2-(4-(5-(3,5-dichlorophenyl)-5-(trifluoromethyl)-4,5-dihydroisoxazol-3-yl)-2-methylbenzamido)-N-(1-(methylthio)propan-2-yl)-4,5,6,7-tetrahydrobenzo[b]thiophene-3-carboxamide ClC=1C=C(C=C(C1)Cl)C1(CC(=NO1)C1=CC(=C(C(=O)NC2=C(C3=C(S2)CCCC3)C(=O)NC(CSC)C)C=C1)C)C(F)(F)F